5-[5-({trans-3-[4-(3,3-difluorocyclobutyl)phenyl]cyclobutyl}oxy)pyrazin-2-yl]isoxazol-3-ol FC1(CC(C1)C1=CC=C(C=C1)[C@@H]1C[C@H](C1)OC=1N=CC(=NC1)C1=CC(=NO1)O)F